2-(6-chloro-[1,1'-biphenyl]-3-yl)-4,4,5,5-tetramethyl-1,3,2-dioxaborolane ClC1=CC=C(C=C1C1=CC=CC=C1)B1OC(C(O1)(C)C)(C)C